OCC(CO)(C)C 3-Hydroxy-2,2-dimethylpropanol